3-(5-(1-methyl-5-((R)-2-methylpiperidin-1-yl)-1H-1,2,4-triazol-3-yl)-1-oxoisoindolin-2-yl)piperidine-2,6-dione CN1N=C(N=C1N1[C@@H](CCCC1)C)C=1C=C2CN(C(C2=CC1)=O)C1C(NC(CC1)=O)=O